C(#N)[C@H](CC1=CC=C(C=C1)C=1C=CC2=C(N(C(O2)=O)C)C1)NC(=O)C1CN(C(CO1)(C)C)C(=O)OC(C)(C)C tert-butyl 2-{[(1S)-1-cyano-2-[4-(3-methyl-2-oxo-2,3-dihydro-1,3-benzoxazol-5-yl)phenyl]ethyl]carbamoyl}-5,5-dimethylmorpholine-4-carboxylate